Tributylmethyl iodide C(CCC)C(CCCC)(CCCC)I